C(=O)C1=C(C=NC=C1)C1CN(C1)C(=O)[C@@H]1CC[C@H]2N1C([C@H](CCC2)NC(=O)C2=CC1=C(S2)C=CC(=C1)CP(O)(O)=O)=O ((2-(((3S,6S,9aS)-3-(3-(4-formylpyridin-3-yl)azetidine-1-carbonyl)-5-oxooctahydro-1H-pyrrolo[1,2-a]azepin-6-yl)carbamoyl)benzo[b]thiophen-5-yl)methyl)phosphonic acid